C(CCC)C12C(=C(C(CC1)(C2)CCCC)C(=O)O)C(=O)O di-n-butyl-norbornene-2,3-dicarboxylic acid